3-(thiazol-5-yl)propanoic acid S1C=NC=C1CCC(=O)O